(S)-3-(1-cyclopentyl-5-(2-(trifluoromethyl)phenyl)-1H-pyrazole-3-carboxamido)-5-(2,6-dioxopiperidin-1-yl)pentanoic acid tert-butyl ester C(C)(C)(C)OC(C[C@H](CCN1C(CCCC1=O)=O)NC(=O)C1=NN(C(=C1)C1=C(C=CC=C1)C(F)(F)F)C1CCCC1)=O